[Zn].C(C=C)(=O)OC(C(=O)O)(C)C 2-(Acryloyloxy)-2-methylpropanoic acid zinc